ClC1=C(C=CC(=C1)C(F)(F)F)N1CCN(CC1)C 1-[2-chloro-4-(trifluoromethyl)phenyl]-4-methyl-piperazine